C(C)(C)(C)OC(=O)N1CCC2(CCCN2CC=2C(=NC(=CC2)C(F)(F)F)Br)CC1 1-((2-bromo-6-(trifluoromethyl)pyridin-3-yl)methyl)-1,8-diazaspiro[4.5]Decane-8-carboxylic acid tert-butyl ester